2-fluoro-3-(1-methyl-1H-pyrazol-4-yl)Aniline FC1=C(N)C=CC=C1C=1C=NN(C1)C